2-bromo-6-(difluoromethoxy)pyridine BrC1=NC(=CC=C1)OC(F)F